[Fe].C(CCC)N1C(N(C=C1)C)Cl 1-butyl-3-methyl-chloroimidazole iron